5-(4-(2-((tert-butyldimethylsilyl)oxy)ethyl)benzyl)-8-methoxy-4-(o-tolyl)-2,3,4,5-tetrahydrobenzo[b]oxepin-5-ol [Si](C)(C)(C(C)(C)C)OCCC1=CC=C(CC2(C3=C(OCCC2C2=C(C=CC=C2)C)C=C(C=C3)OC)O)C=C1